1-[(tert-butoxy)carbonyl]-5,5-dimethylpiperidine-3-carboxylic acid C(C)(C)(C)OC(=O)N1CC(CC(C1)(C)C)C(=O)O